C(C)C=1C=C(C(=O)O)C=C(C1O)CC 3,5-diethyl-4-hydroxybenzoic acid